4,9-dichloro-6-((4,6-dimethyl-2-oxo-1,2-dihydropyridin-3-yl)methyl)-2-(4-(dimethylamino)bicyclo[2.2.2]oct-1-yl)-2-methyl-7,8-dihydro-[1,3]dioxolo[4,5-g]isoquinolin-5(6H)-one ClC1=C2C(=C(C=3CCN(C(C13)=O)CC=1C(NC(=CC1C)C)=O)Cl)OC(O2)(C)C21CCC(CC2)(CC1)N(C)C